(1R,3S)-3-[3-({[2-(methyl-sulfonyl)phenyl]acetyl} amino)-1H-pyrazol-5-yl]-cyclopentyl (2S)-butan-2-ylcarbamate C[C@@H](CC)NC(O[C@H]1C[C@H](CC1)C1=CC(=NN1)NC(CC1=C(C=CC=C1)S(=O)(=O)C)=O)=O